3-morpholino-4-((4-(5-(trifluoromethyl)-1,2,4-oxadiazol-3-yl)benzyl)amino)cyclobut-3-ene-1,2-dione O1CCN(CC1)C=1C(C(C1NCC1=CC=C(C=C1)C1=NOC(=N1)C(F)(F)F)=O)=O